N-(3,5-dimethoxyphenethyl)-6-(4-(methoxy-d3)phenyl)pyrazine-2-carboxamide COC=1C=C(CCNC(=O)C2=NC(=CN=C2)C2=CC=C(C=C2)OC([2H])([2H])[2H])C=C(C1)OC